OC1=C(C=C(C=C1C)CCCCCCCCOC(C(=C)C)=O)N1N=C2C(=N1)C=CC=C2 2-[2-hydroxy-3-methyl-5-(8-methacryloyloxyoctyl)phenyl]-2H-benzotriazole